2-[(3S)-1-(2-ethyl-6-{1-methyl-5-[(2-oxo-5-propyl-1,2-dihydropyridin-1-yl) methyl]-4,5-dihydro-1H-1,2,3-triazol-4-yl} pyridin-3-yl) pyrrolidin-3-yl]Methyl-2-methylpropionate C(C)C1=NC(=CC=C1N1C[C@H](CC1)CC(C(=O)[O-])(C)C)C1N=NN(C1CN1C(C=CC(=C1)CCC)=O)C